3-Amino-6-(tert-butyl)-4-(7-fluoro-1H-indazol-4-yl)-1H-1,7-phenanthrolin-2-one NC=1C(NC2=C3C=CC=NC3=C(C=C2C1C1=C2C=NNC2=C(C=C1)F)C(C)(C)C)=O